CC(CNC=1SC2=C(N1)C=CC(=C2)C=2C=NN(C2)C(=O)OC(C)(C)C)CNC2=NC=C(C=N2)SC tert-butyl 4-(2-((2-methyl-3-((5-(methylthio) pyrimidin-2-yl) amino) propyl) amino) benzo[d]thiazol-6-yl)-1H-pyrazole-1-carboxylate